N-(2-Bromo-4-(perfluorobutan-2-yl)-6-iodophenyl)-2-fluoro-3-(((cyclopropanecarbonyl)oxy)(6-fluoropyridine-3-carbonyl)amino)benzamide BrC1=C(C(=CC(=C1)C(C(F)(F)F)(C(C(F)(F)F)(F)F)F)I)NC(C1=C(C(=CC=C1)N(C(=O)C=1C=NC(=CC1)F)OC(=O)C1CC1)F)=O